Ethyl 3-bromo-1,2,4-thiadiazole-5-carboxylate BrC1=NSC(=N1)C(=O)OCC